3-Fluoro-2,3,4,9-tetrahydro-1H-carbazole-8-carboxylic acid FC1CCC=2NC3=C(C=CC=C3C2C1)C(=O)O